N2-[4-chloro-3-(trifluoromethyl)benzene-1-sulfonyl]-N-hydroxy-L-α-glutaminyl-L-alanyl-L-leucyl-L-methionyl-L-prolinamide ClC1=C(C=C(C=C1)S(=O)(=O)N([C@@](C)(C(=O)N[C@@H](CC(C)C)C(=O)N[C@@H](CCSC)C(=O)N1[C@@H](CCC1)C(=O)N)C([C@@H](N)CCC(N)=O)=O)O)C(F)(F)F